(2s,5r)-5-amino-2-methylpiperidine-1-carboxylic acid benzyl ester C(C1=CC=CC=C1)OC(=O)N1[C@H](CC[C@H](C1)N)C